CCCCCCCCCCCCCCCCCC(=O)OCC(COP(=O)([O-])[O-])OC(=O)CCC/C=C\\C/C=C\\C/C=C\\C/C=C\\CCCCC The molecule is a phosphatidate(2-) obtained by deprotonation of both phosphate OH groups of 1-stearoyl-2-arachidonoylphosphatidic acid; major species at pH 7.3. It is a conjugate base of a 1-stearoyl-2-arachidonoylphosphatidic acid.